FC(COC(C(F)(F)F)F)F tetrafluoroethyl difluoroethyl ether